1-(4-((7H-pyrrolo[2,3-d]pyrimidin-4-yl)oxy)-2-fluorophenyl)-3-(3-(tert-butyl)-1-phenyl-1H-pyrazol-5-yl)urea N1=CN=C(C2=C1NC=C2)OC2=CC(=C(C=C2)NC(=O)NC2=CC(=NN2C2=CC=CC=C2)C(C)(C)C)F